ClC1=NC=C2C(=CNC(C2=C1)=O)C 7-chloro-4-methyl-2,6-naphthyridin-1(2H)-one